C(C)(C)(C)OC(NC1CN(CCC1)C(=O)C1=CC2=C(N(C(=N2)C=2N=C3N(C=CC=C3)C2)C)C(=C1)OC)=O (1-(2-(imidazo[1,2-a]pyridin-2-yl)-7-methoxy-1-methyl-1H-benzo[d]imidazole-5-carbonyl)piperidin-3-yl)carbamic acid tert-butyl ester